[Na].FC([C@H]1[C@](C1)(C)C(=O)N1CCC(CC1)=C)F |r| rac-((1r,2r)-2-(difluoromethyl)-1-methylcyclopropyl)(4-methylenepiperidin-1-yl)methanone sodium